4-methylpiperazine dihydrochloride Cl.Cl.CN1CCNCC1